C(C)C(CC)CCCCCCC 3-Ethyldecane